28-hydroxyoctacosyl linoleate C(CCCCCCC\C=C/C\C=C/CCCCC)(=O)OCCCCCCCCCCCCCCCCCCCCCCCCCCCCO